3-((S)-3,3-dimethyl-2-(2,2,2-trifluoroacetamido)butanoyl)-6,6-dimethyl-3-azabicyclo[3.1.0]hexane-2-carboxamide CC([C@@H](C(=O)N1C(C2C(C2C1)(C)C)C(=O)N)NC(C(F)(F)F)=O)(C)C